[F-].C(CCCCCCCCCC)[N+]1(CCCC1)CCCC 1-Undecyl-1-butylpyrrolidinium fluorid